3-(3-(6-fluoro-1H-indol-3-yl)pyrrolidin-1-yl)-N'-(6-methoxypyridin-2-yl)propanhydrazide FC1=CC=C2C(=CNC2=C1)C1CN(CC1)CCC(=O)NNC1=NC(=CC=C1)OC